C1(CC1)[B-](F)(F)F.[K+].OC1CC(C1)NS(=O)(=O)C1=CC=NC=C1OCOC (E)-N-(3-hydroxycyclobutyl)-5-(methoxymethoxy)pyridine-4-sulfonamide potassium cyclopropyltrifluoroborate salt